8-hydroxy-7-iodo-5-quinolinesulfonate OC1=C(C=C(C=2C=CC=NC12)S(=O)(=O)[O-])I